N-(2-(2-(1H-tetrazol-5-yl)phenyl)-6-(benzyl(isobutyl)amino)pyridin-4-yl)-2-(3-methylisoxazol-5-yl)acetamide N1N=NN=C1C1=C(C=CC=C1)C1=NC(=CC(=C1)NC(CC1=CC(=NO1)C)=O)N(CC(C)C)CC1=CC=CC=C1